N[C@H]1CN(COC1)C(=O)C1=CC2=C(N(C(=N2)C2=CC=3C(=NC(=CC3)N(S(=O)(=O)C)C3CC3)N2CC2CC2)C)C(=C1)OC (S)-N-(2-(5-(5-amino-1,3-oxazinane-3-carbonyl)-7-methoxy-1-methyl-1H-benzo[d]imidazol-2-yl)-1-(cyclopropylmethyl)-1H-pyrrolo[2,3-b]pyridin-6-yl)-N-cyclopropylmethanesulfonamide